C(C=C)(=O)N1C[C@H](CC1)NC1=NC=C(C=2N=CN(C(C21)=O)C)C2=CC=C(C=C2)C(F)(F)F (S)-5-((1-acryloylpyrrolidin-3-yl)amino)-3-methyl-8-(4-(trifluoromethyl)phenyl)pyrido[4,3-d]pyrimidin-4(3H)-one